ClC=1C=C2C=C(NC2=CC1OCC1=CC(=NO1)C)CNC(CC1COC1)=O N-((5-chloro-6-((3-methylisoxazol-5-yl)methoxy)-1H-indol-2-yl)methyl)-2-(oxetan-3-yl)acetamide